C(=O)C=1C=C(N)C=CC1OC 3-formyl-(4-methoxy)aniline